5-ethyl-3-fluoro-4-iodo-2-nitrophenol C(C)C=1C(=C(C(=C(C1)O)[N+](=O)[O-])F)I